C1(CC1)C1=C(C=C(C=N1)C1=CC(=C2C(=N1)N=C(N2)C2=CC=C(C=C2)N2CCN(CC2)CCC(=O)OCC)N(C)CC(COC)(C)C)C(F)(F)F Ethyl 3-[4-(4-{5-[6-cyclopropyl-5-(trifluoromethyl)pyridin-3-yl]-7-[(3-methoxy-2,2-dimethylpropyl) (methyl)amino]-1H-imidazo[4,5-b]pyridin-2-yl}phenyl)piperazin-1-yl]propanoate